(Z)-6-((2,6-dimethylbenzyl)sulfonyl)-2-(4-fluorobenzylidene)-2H-benzo[b][1,4]thiazin-3(4H)-one CC1=C(CS(=O)(=O)C2=CC3=C(S\C(\C(N3)=O)=C/C3=CC=C(C=C3)F)C=C2)C(=CC=C1)C